FC1=C(C(=O)NC2=CC=C(C=C2)C(F)(F)F)C=C(C=C1)C(F)(F)F 2-fluoro-5-(trifluoromethyl)-N-[4-(trifluoromethyl)phenyl]benzamide